FC=1C=C(C=CC1F)[C@@H]1[C@@H](O[C@]([C@@H]1C)(C(F)(F)F)C)C(=O)NC1=CC(=NC=C1)C(=O)N (2R,3R,4R,5R)-4-[[3-(3,4-difluorophenyl)-4,5-dimethyl-5-(trifluoromethyl)tetrahydrofuran-2-carbonyl]amino]pyridine-2-carboxamide